C(C)OCC1(CCC(CC1)C1=C2N(N=C1CN(CCNC)C)CCC2)C N1-((3-(4-(ethoxy-methyl)-4-methyl-cyclohexyl)-5,6-dihydro-4H-pyrrolo-[1,2-b]pyrazol-2-yl)-methyl)-N1,N2-dimethylethane-1,2-diamine